2-butyl-Oxygen tert-butyl-2-(4-fluorophenyl)-4-methyl-3-(1H-pyrrolo[2,3-b]pyridin-4-yl)-6,7-dihydropyrazolo[1,5-a]pyrazine-5(4H)-carboxylate C(C)(C)(C)OC(=O)N1C(C=2N(CC1)N=C(C2C2=C1C(=NC=C2)NC=C1)C1=CC=C(C=C1)F)C.CC(CC)[O]